tert-butyl 6-{3-[2-(methoxymethoxy)phenyl]cinnolin-7-yl}-2-azaspiro[3.3]heptane-2-carboxylate COCOC1=C(C=CC=C1)C=1N=NC2=CC(=CC=C2C1)C1CC2(CN(C2)C(=O)OC(C)(C)C)C1